5-(bromomethyl)-4-methyloxazole BrCC1=C(N=CO1)C